(S)-(tert-butyl 1-(3-(furan-2-yl) phenyl)-2-hydroxyethyl) carbamate C(N)(O[C@H](C(O)C(C)(C)C)C1=CC(=CC=C1)C=1OC=CC1)=O